5-thiazolylmethyl carbamate C(N)(OCC1=CN=CS1)=O